methyl 5-bromo-2-(methylthio)benzoate BrC=1C=CC(=C(C(=O)OC)C1)SC